4,4'-bis(benzyloxy)-2-bromo-5,5'-dicyclohexyl-2'-fluoro-1,1'-biphenyl C(C1=CC=CC=C1)OC1=CC(=C(C=C1C1CCCCC1)C1=C(C=C(C(=C1)C1CCCCC1)OCC1=CC=CC=C1)F)Br